NC1=CC=C(C(=O)NC2=NC=C(C=C2)C)C=C1 4-amino-N-(5-methylpyridin-2-yl)benzamide